4-[3-(2-oxo-1-phenyl-1,2-dihydropyridin-4-ylmethyl)-3H-imidazol-4-ylmethyl]benzonitrile O=C1N(C=CC(=C1)CN1C=NC=C1CC1=CC=C(C#N)C=C1)C1=CC=CC=C1